2-(2-(cyclopropanesulfonamido)thiazol-4-yl)-2-ethyl-N-(4-(6-methoxypyrazin-2-yl)phenyl)butanamide C1(CC1)S(=O)(=O)NC=1SC=C(N1)C(C(=O)NC1=CC=C(C=C1)C1=NC(=CN=C1)OC)(CC)CC